ClC=1C=C2C=3C=C(C(=CC3NC2=CC1Cl)C1=CC=C(C=C1)Cl)NCCNC(OC(C)(C)C)=O tert-Butyl 2-(6,7-dichloro-2-(4-chlorophenyl)-9H-carbazol-3-ylamino)ethylcarbamate